N-octadecenyl-2-phenyl-3-tetrahydropyranyloxy-quinolin-4-one C(=CCCCCCCCCCCCCCCCC)N1C(=C(C(C2=CC=CC=C12)=O)OC1OCCCC1)C1=CC=CC=C1